C(C)C1(OC2=CC=CC=C2C(C1)NC(=O)[C@H]1[C@@H](C1)[C@@H](CCOC)N1C(NC(CC1=O)(C)C)=[NH2+])CC [1-[(1R)-1-[(1R,2R)-2-[(2,2-diethylchroman-4-yl)carbamoyl]cyclopropyl]-3-methoxy-propyl]-4,4-dimethyl-6-oxo-hexahydropyrimidin-2-ylidene]ammonium